C(CC)SNC(C)CC1=CC=CC=C1 propylthioamphetamine